FC(C1=CC=C2C(=N1)N(C(=C2)C)C=2C=C1CCNC1=C(C2)C)F 5-(6-(Difluoromethyl)-2-methyl-1H-pyrrolo[2,3-b]pyridin-1-yl)-7-methylindolin